BrC1=C(C=C2C(=C(C=NC2=C1)F)C1CC1)Cl 7-bromo-6-chloro-4-cyclopropyl-3-fluoroquinoline